5-methyl-1,2-dihydropyridin-2-one CC=1C=CC(NC1)=O